tert-butyl N-tert-butoxycarbonyl-N-[3-ethyl-5-[[2-[(5S)-5-methyl-2-[6-(4-methylpiperazin-1-yl)-3-pyridyl]-1-piperidyl]-2-oxo-acetyl]amino]-2-pyridyl]carbamate C(C)(C)(C)OC(=O)N(C(OC(C)(C)C)=O)C1=NC=C(C=C1CC)NC(C(=O)N1C(CC[C@@H](C1)C)C=1C=NC(=CC1)N1CCN(CC1)C)=O